(3E)-1-bromo-14,14-didecyloxy-3-tetradecene BrCC\C=C\CCCCCCCCCC(OCCCCCCCCCC)OCCCCCCCCCC